4-[(2-oxo-1,3-dioxolan-4-yl)methoxymethyl]-1,3-dioxolan-2-one O=C1OCC(O1)COCC1OC(OC1)=O